N-(3-bromophenyl)-[1,1':3',1''-terphenyl]-4'-amine BrC=1C=C(C=CC1)NC1=C(C=C(C=C1)C1=CC=CC=C1)C1=CC=CC=C1